4-(phenyl(phosphoryl)methyl)piperazine-2-carboxylic acid C1(=CC=CC=C1)P(=O)=CN1CC(NCC1)C(=O)O